N-(4-(cis-bicyclo[3.1.0]hexane-3-yloxy)-3-fluoro-5-methylphenyl)-2-(3,3-diethylazetidin-1-yl)-5-(2-fluoroethyl)oxazole-4-carboxamide tert-butyl-(2-bromo-3-fluoropyridin-4-yl)carbamate C(C)(C)(C)N(C(O)=O)C1=C(C(=NC=C1)Br)F.C12CC(CC2C1)OC1=C(C=C(C=C1C)NC(=O)C=1N=C(OC1CCF)N1CC(C1)(CC)CC)F